(S)-N-(1-amino-3-hydroxy-1-oxopropan-2-yl)-5-((2-(azetidin-1-yl)pyridin-3-yl)methoxy)-2-methylbenzofuran-3-carboxamide NC([C@H](CO)NC(=O)C1=C(OC2=C1C=C(C=C2)OCC=2C(=NC=CC2)N2CCC2)C)=O